(5'-bromospiro[cyclohexane-1,3'-indolin]-1'-yl)(3-((4,4-difluoropiperidin-1-yl)sulfonyl)phenyl)methanone BrC=1C=C2C3(CN(C2=CC1)C(=O)C1=CC(=CC=C1)S(=O)(=O)N1CCC(CC1)(F)F)CCCCC3